N-[(2,4-dimethoxyphenyl)methyl]-2,6-difluoro-4-[(3S)-3-[methyl-[(3S)-tetrahydrofuran-3-yl]amino]-3-[2-[3-(trifluoromethyl)phenyl]ethyl]-1-piperidyl]-N-pyrimidin-4-yl-benzenesulfonamide COC1=C(C=CC(=C1)OC)CN(S(=O)(=O)C1=C(C=C(C=C1F)N1C[C@@](CCC1)(CCC1=CC(=CC=C1)C(F)(F)F)N([C@@H]1COCC1)C)F)C1=NC=NC=C1